2-(tert-butyl)-6-isopropyl-4-methylphenol C(C)(C)(C)C1=C(C(=CC(=C1)C)C(C)C)O